1-(2-Aminoethyl)-5-[(3-chloro-5-fluoro-phenyl)methyl]-2-[(4-chlorophenyl)methyl]-6,7-dihydro-4H-pyrazolo[4,3-c]pyridin-3-one NCCN1N(C(C=2CN(CCC21)CC2=CC(=CC(=C2)F)Cl)=O)CC2=CC=C(C=C2)Cl